[3-(azetidin-3-yl)-1-bicyclo[1.1.1]pentanyl]-5-(trifluoromethyl)pyrazin-2-amine N1CC(C1)C12CC(C1)(C2)C=2C(=NC=C(N2)C(F)(F)F)N